(2R,3S,5R)-2-azido-2-((benzoyloxy) methyl)-5-(5-fluoro-2,4-dioxo-3,4-dihydropyrimidin-1(2H)-yl)tetrahydrofuran-3-yl benzoate C(C1=CC=CC=C1)(=O)O[C@@H]1[C@](O[C@H](C1)N1C(NC(C(=C1)F)=O)=O)(COC(C1=CC=CC=C1)=O)N=[N+]=[N-]